[Li+].C(C=C)(=O)OCCCCS(=O)(=O)[O-] 4-sulfobutyl acrylate lithium salt